[N+](=O)([O-])C1=C2CCC(C2=CC=2C(CCC12)([2H])[2H])=O 4-Nitro-3,5,6,7-tetrahydro-s-indacen-1(2H)-one-7,7-d2